1,5-dimethyl (2S)-2-[(tert-butoxycarbonyl)amino]-4-{1-[(tert-butyldimethylsilyl)oxy]but-3-en-2-yl}pentanedioate C(C)(C)(C)OC(=O)N[C@H](C(=O)OC)CC(C(=O)OC)C(CO[Si](C)(C)C(C)(C)C)C=C